(E)-1-benzyl-5-(3-(cyclopropylmethoxy)-4-(difluoromethoxy)styryl)-3-methylpyridin-2(1H)-one C(C1=CC=CC=C1)N1C(C(=CC(=C1)\C=C\C1=CC(=C(C=C1)OC(F)F)OCC1CC1)C)=O